(2-chloro-5-ethyl-4-fluorobenzyl)-1-(N,N-dimethylsulfamoyl)-1H-pyrazole-4-carboxylic acid ClC1=C(CC2=NN(C=C2C(=O)O)S(N(C)C)(=O)=O)C=C(C(=C1)F)CC